NC1=NN2C(N=CC=C2)=C1C(=O)NC(C)C=1C=C(C=2N(C1N1CC(CC1)(C)C)C=NC2)Cl 2-Amino-N-{1-[8-chloro-5-(3,3-dimethylpyrrolidin-1-yl)imidazo[1,5-a]pyridin-6-yl]ethyl}pyrazolo[1,5-a]pyrimidine-3-carboxamide